2-(7-fluoro-1-(pyridazin-3-ylmethyl)-benzoimidazol-2-yl)acetonitrile FC1=CC=CC2=C1N(C(=N2)CC#N)CC=2N=NC=CC2